5-fluoro-2-methyl-2-thioxo-3-(trimethylsilyl)-2λ5-1,3,2-thiaazaphospholane FC1CN(P(S1)(=S)C)[Si](C)(C)C